FC(CCOC1=NSN=C1C=1CN(CCC1)C(F)F)(CCC)F 3-((3,3-difluorohexyl)oxy)-4-(1-(difluoromethyl)-1,2,5,6-tetrahydropyridin-3-yl)-1,2,5-thiadiazole